N[13C@@H]([13CH2][13C]1=[13CH][13CH]=[13C]([13CH]=[13CH]1)O)[13C](=O)O [13C9]tyrosine